2-((3,5-dicyano-4-ethyl-6-((S)-3-hydroxypyrrolidin-1-yl)pyridin-2-yl)sulfanyl)-2-(pyridin-3-yl)acetamide ethyl-1-(2-ethoxy-2-oxoethyl)-2-methylpiperidine-4-carboxylate C(C)OC(=O)C1CC(N(CC1)CC(=O)OCC)C.C(#N)C=1C(=NC(=C(C1CC)C#N)N1C[C@H](CC1)O)SC(C(=O)N)C=1C=NC=CC1